FC=1C=C(C=C(C1N1CCC(CC1)C(F)(F)F)F)NC1=CC=C(CNC(OC(C)(C)C)=O)C=C1 tert-butyl (4-((3,5-difluoro-4-(4-(trifluoromethyl)piperidin-1-yl)phenyl)amino)benzyl)carbamate